COC1=C(CCC(C)N)C=C(C(=C1)OC)OC (2,4,5-trimethoxyphenethyl)-ethan-1-amine